ClC=1C(=NC=NC1Cl)N(C(=O)OC(C)(C)C)C(=O)OC(C)(C)C 5,6-dichloro-N,N-di-tert-butoxycarbonylpyrimidin-4-amine